NC1C(N(CCC1)C=1C=NC(=CC1)NC1=NC=CC(=N1)C1=CC2=C(C(=N1)F)N=C(N2C(C)C)C)=O 3-amino-1-[6-[[4-(4-fluoro-1-isopropyl-2-methyl-imidazo[4,5-c]pyridin-6-yl)pyrimidin-2-yl]amino]-3-pyridyl]piperidin-2-one